(S)-N-(4-Chloro-3-methylphenyl)-N-methyl-1-(6-methyl-4-(trifluoromethyl)pyridin-2-yl)indoline-2-carboxamide ClC1=C(C=C(C=C1)N(C(=O)[C@H]1N(C2=CC=CC=C2C1)C1=NC(=CC(=C1)C(F)(F)F)C)C)C